C1OC2=CC=C([NH2+]C)C=C2O1 4-methylenedioxy-N-methylanilinium